C(C1=CC=CC=C1)NC(N([C@@H]1CC[C@H](CC1)NC1=NC=C(C(=N1)NC1COC1)C(F)(F)F)C1=NC=C(C=N1)C=1C=NC(=NC1)OC)=O 3-benzyl-1-(2'-methoxy-5,5'-bipyrimidin-2-yl)-1-(trans-4-((4-(oxetan-3-ylamino)-5-(trifluoromethyl)pyrimidin-2-yl)amino)cyclohexyl)urea